N-(3-methoxypropyl)-5-({2-[(3-methoxypropyl)carbamoyl]-1,3-dioxo-2,3-dihydro-1H-inden-5-yl}sulfonyl)-1,3-dioxo-2,3-dihydro-1H-indene-2-carboxamide COCCCNC(=O)C1C(C2=CC=C(C=C2C1=O)S(=O)(=O)C=1C=C2C(C(C(C2=CC1)=O)C(NCCCOC)=O)=O)=O